N-2-hydroxyethyl-oleic acid amide OCCNC(CCCCCCC\C=C/CCCCCCCC)=O